NC1CN(CC1)C1=NC2=CC=C(C=C2C(N1CC=1C=C(C(=O)NCC2=CC=C(C=C2)F)C=CC1)=O)C=1C=NNC1 3-[[2-(3-Aminopyrrolidin-1-yl)-4-oxo-6-(1H-pyrazol-4-yl)quinazolin-3-yl]methyl]-N-[(4-fluorophenyl)methyl]benzamide